ethyl 2-(2-((5-(3-(aminomethyl)phenyl)-7-(((2,2,2-trifluoroethyl)amino)methyl)benzofuran-3-yl)methoxy)phenyl)acetate NCC=1C=C(C=CC1)C=1C=C(C2=C(C(=CO2)COC2=C(C=CC=C2)CC(=O)OCC)C1)CNCC(F)(F)F